2'-O-propargyluridine-3'-phosphorothioate P(O)(O)(=S)O[C@H]1[C@H]([C@@H](O[C@@H]1CO)N1C(=O)NC(=O)C=C1)OCC#C